4-(1-acetylindolin-5-yl)-N-(pyridin-3-ylmethyl)benzamide 2-((4-(N-((dimethylamino)methylene)sulfamoyl)-2,3,5,6-tetrafluorophenyl)sulfonyl)ethyl-phenylcarbamate CN(C)C=NS(=O)(=O)C1=C(C(=C(C(=C1F)F)S(=O)(=O)CCN(C(O)=O)C1=CC=CC=C1)F)F.C(C)(=O)N1CCC2=CC(=CC=C12)C1=CC=C(C(=O)NCC=2C=NC=CC2)C=C1